magnesium bisglutamate N[C@@H](CCC(=O)[O-])C(=O)[O-].N[C@@H](CCC(=O)[O-])C(=O)[O-].[Mg+2].[Mg+2]